C(#N)C1=C(C=C(C=C1)N1[C@H](O[C@@H](C1)COC1=CC=C(C=C1)NC(OCC)=O)C(F)(F)F)C(F)(F)F ethyl (4-(((2R,5S)-3-(4-cyano-3-(trifluoromethyl)phenyl)-2-(trifluoromethyl)oxazolidin-5-yl)methoxy)phenyl)carbamate